N-(1-(4,6-dimethylpyrimidin-2-yl)-4-methylpiperidin-4-yl)-2-fluoro-6-(2H-1,2,3-triazol-2-yl)benzamide CC1=NC(=NC(=C1)C)N1CCC(CC1)(C)NC(C1=C(C=CC=C1N1N=CC=N1)F)=O